C1(CC1)C1=C(N=NC(=C1)C1=C(C=C(C=C1)C=1C=NNC1)OC)NC1CC(NC(C1)(C)C)(C)C cyclopropyl-6-(2-methoxy-4-(1H-pyrazol-4-yl)phenyl)-N-(2,2,6,6-tetramethylpiperidin-4-yl)pyridazin-3-amine